BrC1=CC=C(C=C1)C=1OC[C@@H](N1)COC(C1=C(N=CC=C1)C)=O (R)-2-(4-bromophenyl)-4-(((2-methylnicotinoyl)oxy)methyl)-4,5-dihydro-oxazole